1-(2-chlorophenyl)-2-methoxy-ethanone oxime ClC1=C(C=CC=C1)C(COC)=NO